C1(=CC=CC=C1)[Si](O)(O)C1=CC=CC=C1 Diphenyl-dihydroxysilane